FC1(C[C@@H](CCC1)[C@H](NC(=O)C1=CC=NN1C)C=1N=C2N(N=C(C=N2)C[C@@H]2C(NC[C@H](C2)C(F)(F)F)=O)C1)F N-((S)-((R)-3,3-difluorocyclohexyl)(2-(((3R,5S)-2-oxo-5-(trifluoromethyl)piperidin-3-yl)methyl)imidazo[1,2-b][1,2,4]triazin-6-yl)methyl)-1-methyl-1H-pyrazole-5-carboxamide